[C@H](C)(CC)N1N=CC=2C1=NC(=NC2NC=2N=CN(C2)C2=CC(=C(C(=C2)OC)OC)OC)C(C)C (S)-1-(sec-butyl)-6-isopropyl-N-(1-(3,4,5-trimethoxyphenyl)-1H-imidazol-4-yl)-1H-pyrazolo[3,4-d]pyrimidin-4-amine